6-tert-butyl-5-chloro-2-(4,4-difluoroazepan-1-yl)pyridin-3-amine C(C)(C)(C)C1=C(C=C(C(=N1)N1CCC(CCC1)(F)F)N)Cl